OC=1C(=C(C2=C(CCC(O2)(C)COC2=CC=C(C=C2)CC2C(NC(S2)=O)=O)C1C)C)C 5-{[4-((3,4-dihydro-6-hydroxy-2,5,7,8-tetramethyl-2H-1-benzopyran-2-yl)methoxy)-phenyl]-methyl}-thiazolidine-2,4-dione